O(C1=CC=CC=C1)C1=C(C=CC=C1)[P+](C1=CC=CC=C1)(C1=CC=CC=C1)C1=CC=CC=C1 phenoxytetraphenyl-phosphonium